(R)-6-(2-(3'-chloro-[1,1'-biphenyl]-3-yl)-2-hydroxyacetyl)-2-(1-(3-cyclohexylphenyl)cyclopropyl)-3,5,6,7,8,9-hexahydro-4H-pyrimido[5,4-c]azepin-4-one ClC=1C=C(C=CC1)C1=CC(=CC=C1)[C@H](C(=O)N1CC2=C(CCC1)N=C(NC2=O)C2(CC2)C2=CC(=CC=C2)C2CCCCC2)O